CC(C=C)N1NC2=CC(=CC=C2C1=O)Cl 2-(but-3-en-2-yl)-6-chloro-1,2-dihydro-3H-indazol-3-one